ethyl (E)-4-[2-[2-[2-[2-[2-[bis(tert-butoxycarbonyl)amino]ethoxy]ethoxy]ethoxy]ethoxy]ethoxy]but-2-enoate C(C)(C)(C)OC(=O)N(CCOCCOCCOCCOCCOC/C=C/C(=O)OCC)C(=O)OC(C)(C)C